1-{2-[4-(trifluoromethyl)-1H-1,2,3-triazol-5-yl]acetyl}pyrrolidine-2-carboxamide FC(C=1N=NNC1CC(=O)N1C(CCC1)C(=O)N)(F)F